1-(2-(3,8-diazabicyclo[3.2.1]octan-8-yl)-5,8-dihydropyrido[3,4-d]pyrimidin-7(6H)-yl)-2-cyclopentylethan-1-one C12CNCC(CC1)N2C=2N=CC1=C(N2)CN(CC1)C(CC1CCCC1)=O